ClC=1C=C(SC1)C(=O)N1N=CC2=C(B1O)C=CC=C2 (4-chlorothiophen-2-yl)(1-hydroxybenzo-[d][1,2,3]diazaborinin-2(1H)-yl)methanone